(3s,4r)-3-((2-(1-(4-methoxybenzyl)-2,6-dioxopiperidin-3-yl)-1-oxoisoindolin-5-yl)oxy)-4-methylpyrrolidine-1-carboxylic acid tert-butyl ester C(C)(C)(C)OC(=O)N1C[C@H]([C@@H](C1)C)OC=1C=C2CN(C(C2=CC1)=O)C1C(N(C(CC1)=O)CC1=CC=C(C=C1)OC)=O